N-(3-(2-(piperidin-1-yl)propyl)-1,2,4-thiadiazol-5-yl)-5-(3-(trifluoromethyl)phenyl)thiophene-3-carboxamide N1(CCCCC1)C(CC1=NSC(=N1)NC(=O)C1=CSC(=C1)C1=CC(=CC=C1)C(F)(F)F)C